FC(C(F)F)(S(=O)(=O)F)F 1,1,2,2-tetrafluoroethanesulfonyl fluoride